C(C)(C)(C)OC(N([C@@H](CCO)C1=NC(=CN=C1)C)O)=O N-hydroxy-N-[(1S)-3-hydroxy-1-(6-methylpyrazin-2-yl)propyl]carbamic acid tert-butyl ester